D-4-bromo-7-fluoro-1λ6-benzo[b]thiophene-1,1-dione BrC1=CC=C(C=2S(C=CC21)(=O)=O)F